NCC12CCC(CC1)(CC2)O 4-(aminomethyl)bicyclo[2.2.2]Octane-1-ol